C1=CC=CC=2C3=CC=CC=C3N(C12)C1(CC(=C(C=C1)O)C=1C(=CC=CC1)O)N1C2=CC=CC=C2C=2C=CC=CC12 4,4-bis-(carbazol-9-yl)biphenol